CC=1C=C(C=CC1C)C1=CN=C(N1)C1N(CCCC1)C(C(C)SC)=O (2-(5-(3,4-dimethylphenyl)-1H-imidazol-2-yl)piperidin-1-yl)-2-(methylsulfanyl)propan-1-one